C1(CCC1)C1=C(C=CC(=C1)C)S(=O)(=O)O cyclobutyl-4-methylbenzenesulfonic acid